[PH4+].[Sb](F)(F)F antimony fluoride phosphonium salt